OC1=CC=C2C(=NC=NC2=C1)N1CCC(CC1)CCP(O)(O)=O (2-(1-(7-Hydroxyquinazolin-4-yl)piperidin-4-yl)ethyl)phosphonic acid